8-bromo-4-[(2R)-3-(3,4-dihydro-1H-isoquinolin-2-yl)-2-hydroxy-propyl]-1-methyl-2,3-dihydro-1,4-benzodiazepine BrC1=CC2=C(CN(CCN2C)C[C@@H](CN2CC3=CC=CC=C3CC2)O)C=C1